FC=1C(=C(N)C=CC1)N1CCN(CC1)C 3-fluoro-2-(4-methylpiperazin-1-yl)aniline